(S)-2-(methyl((1S,3S)-3-(4-(5,6,7,8-tetrahydro-1,8-naphthyridin-2-yl)butoxy)cyclopentyl)amino)-2-(2-(2-oxopyrrolidin-1-yl)-3-((tetrahydro-2H-pyran-4-yl)oxy)phenyl)acetic acid CN([C@H](C(=O)O)C1=C(C(=CC=C1)OC1CCOCC1)N1C(CCC1)=O)[C@@H]1C[C@H](CC1)OCCCCC1=NC=2NCCCC2C=C1